((1s,3s)-3-(3-methyl-8-(1-methyl-1H-indazol-5-yl)-7-(1-methyl-1H-pyrazol-4-yl)-2-oxo-3,6-dihydroimidazo[4,5-d]pyrrolo[2,3-b]pyridin-1(2H)-yl) cyclobutyl) carbamate C(N)(OC1CC(C1)N1C(N(C=2C1=C1C(=NC2)NC(=C1C=1C=C2C=NN(C2=CC1)C)C=1C=NN(C1)C)C)=O)=O